hydroxyethyl-chloroethyl-nitrosourea OCCNC(N(N=O)CCCl)=O